N-methyl-4-(sec-butylimino)-2-penten-2-amine CNC(C)=CC(C)=NC(C)CC